FC1=C(C=CC(=C1)C1=NC=CC2=C1N=C(N2CCOC)C(F)(F)F)C(=O)N2CCOCC2 (2-fluoro-4-(1-(2-methoxyethyl)-2-(trifluoromethyl)-1H-imidazo[4,5-c]pyridin-4-yl)phenyl)(morpholin-4-yl)methanone